3-(2,2-dichloroacetyl)-phenylalanine ClC(C(=O)C=1C=C(C[C@H](N)C(=O)O)C=CC1)Cl